FC=1C(=C2C(=NC1)N(C=C2C2=NC(=CC(=N2)NC2C(C1CCC2CC1)C(=O)OC)C1=CC=CC=C1)S(=O)(=O)C1=CC=C(C)C=C1)C (+/-)-trans-methyl 3-((2-(5-fluoro-4-methyl-1-tosyl-1H-pyrrolo[2,3-b]pyridin-3-yl)-6-phenylpyrimidin-4-yl)amino)bicyclo[2.2.2]octane-2-carboxylate